Cl[C@H](C(=O)N(C[C@H]1C(NCC1)=O)NC(=O)[C@H]1N(CC(C1)(C)C)C(=O)[C@H](C(C)(C)C)NC(=O)C1CC1)F N-[(1S)-1-[(2S)-2-[[[(2R)-2-chloro-2-fluoro-acetyl]-[[(3S)-2-oxopyrrolidin-3-yl]methyl]amino]carbamoyl]-4,4-dimethyl-pyrrolidine-1-carbonyl]-2,2-dimethyl-propyl]cyclopropanecarboxamide